ClC1=CC=C2C[C@H](C3(CCN(CC3)CCOC3=CC4=C(N(C=N4)C4CC(C4)(C)O)C(=C3)C(F)(F)F)C2=C1)O |o1:6| (R or S)-6-chloro-1'-(2-{1-[(cis)-3-hydroxy-3-methylcyclobutyl]-7-(trifluoromethyl)-1H-1,3-benzimidazol-5-yloxy}ethyl)spiro[indan-1,4'-piperidin]-2-ol